2-((7-((R)-3-Cyclohexyl-2-methylpropanoyl)-10-hydroxy-7-azaspiro[4.5]decan-10-yl)methyl)-N,N-dimethyl-1-oxo-1,2-dihydroisoquinoline-4-carboxamide C1(CCCCC1)C[C@H](C(=O)N1CC2(CCCC2)C(CC1)(O)CN1C(C2=CC=CC=C2C(=C1)C(=O)N(C)C)=O)C